tert-butyl 4-formyl-5,7-dimethyl-1H-indole-1-carboxylate C(=O)C1=C2C=CN(C2=C(C=C1C)C)C(=O)OC(C)(C)C